4-([1,1'-Biphenyl]-3-yl)-3-methyl-N-(4-methyl-1-azabicyclo[3.2.2]nonan-4-yl)piperazine-1-carboxamide C1(=CC(=CC=C1)N1C(CN(CC1)C(=O)NC1(CCN2CCC1CC2)C)C)C2=CC=CC=C2